4-(benzenesulfonyl)-2-benzyl-7-bromo-1H,2H,3H,4H-pyrrolo[3,4-b]Indole C1(=CC=CC=C1)S(=O)(=O)N1C2=C(C=3C=C(C=CC13)Br)CN(C2)CC2=CC=CC=C2